1-methyl-4-propylpiperidinium acetate C(C)(=O)[O-].C[NH+]1CCC(CC1)CCC